(R)-(-)-(methyl)benzylamine CNCC1=CC=CC=C1